NC12C(OC3=C1C=CC(=C3)C(C)C)(C3=CC=CC(=C3C2=O)[N+](=O)[O-])O 9b-amino-4b-hydroxy-7-isopropyl-1-nitro-4b,9b-dihydro-10H-indeno[1,2-b]benzofuran-10-one